(3,5-dichloro-1H-indazol-4-yl)-1-[(1S,3R)-3-(hydroxymethyl)-5-(1-hydroxy-1-methyl-ethyl)-1-methyl-3,4-dihydro-1H-isoquinolin-2-yl]ethanone ClC1=NNC2=CC=C(C(=C12)CC(=O)N1[C@H](C2=CC=CC(=C2C[C@@H]1CO)C(C)(C)O)C)Cl